nickel(II) perchlorate Cl(=O)(=O)(=O)[O-].[Ni+2].Cl(=O)(=O)(=O)[O-]